tert-butyl (5-((2-(2,6-piperidinedione-3-yl)-1-oxoisoindolin-4-yl) amino)-5-oxopentyl)carboxylate Magnesium fluorid [F-].[Mg+2].N1C(C(CCC1=O)N1C(C2=CC=CC(=C2C1)NC(CCCCC(=O)OC(C)(C)C)=O)=O)=O.[F-]